4-(3,3-difluoropyrrolidin-1-yl)aniline FC1(CN(CC1)C1=CC=C(N)C=C1)F